P(=O)([O-])([O-])OCC(=O)[C@@H](O)[C@H](O)[C@H](O)COP(=O)([O-])[O-].[Ca+2].[Ca+2] calcium fructose 1,6-diphosphate